4-(Difluoromethyl)-N-methoxy-1-methyl-N-[(1S)-1-methyl-2-(2,4,6-trichlorophenyl)ethyl]pyrazol-3-carboxamid FC(C=1C(=NN(C1)C)C(=O)N([C@H](CC1=C(C=C(C=C1Cl)Cl)Cl)C)OC)F